N-[(6-{[(cyclohexylmethyl)amino]methyl}imidazo[1,2-a]pyridin-2-yl)methyl]-1H-indazole-4-carboxamide C1(CCCCC1)CNCC=1C=CC=2N(C1)C=C(N2)CNC(=O)C=2C=1C=NNC1C=CC2